CN(C(=O)N1CCC(CC1)CC1=CC=C(C=C1)NC(OCC1=CN=CO1)=O)C oxazol-5-ylmethyl (4-((1-(dimethylcarbamoyl)piperidin-4-yl)methyl)phenyl)carbamate